N-benzyl-4-(carbazol-9-yl)benzothiazol-2-amine C(C1=CC=CC=C1)NC=1SC2=C(N1)C(=CC=C2)N2C1=CC=CC=C1C=1C=CC=CC21